(E)-5-(6-(2-cyclopropylvinyl)-3-(ethylsulfonyl)pyridin-2-yl)-2-(trifluoromethyl)pyrazolo[1,5-a]pyrimidine C1(CC1)/C=C/C1=CC=C(C(=N1)C1=NC=2N(C=C1)N=C(C2)C(F)(F)F)S(=O)(=O)CC